ClC=1N=C(C2=C(N1)N(C(=C2F)C[C@H](C)NC(OC(C)(C)C)=O)C2=CC=C(C=C2)OC)Cl tert-Butyl (S)-(1-(2,4-dichloro-5-fluoro-7-(4-methoxyphenyl)-7H-pyrrolo[2,3-d]pyrimidin-6-yl)propan-2-yl)carbamate